FC1=C(OC=2N=CC(=NC2)NC([C@H](C)N2CC(N(CC2)C(=O)[C@H]2CC=3N(CC2)N=CN3)(C)C)=O)C=CC(=C1)F (S)-N-(5-(2,4-difluorophenoxy)pyrazin-2-yl)-2-(3,3-dimethyl-4-((R)-5,6,7,8-tetrahydro-[1,2,4]triazolo[1,5-a]pyridine-7-carbonyl)piperazin-1-yl)propanamide